7-fluoro-isoquinolin-1-one FC1=CC=C2C=CNC(C2=C1)=O